2-acetyl-7-oxo-1,2,3,4,4a,4b,5,6,7,9,10,10a-dodecahydrophenanthrene C(C)(=O)C1CC2CCC3=CC(CCC3C2CC1)=O